4-(3-chlorobutyl)-1H-imidazole ClC(CCC=1N=CNC1)C